(M)-6-chloro-4-((2R)-2-(difluoromethyl)-4-(2-propenoyl)-1-piperazinyl)-7-(2-fluorophenyl)-1-(4-methyl-2-(2-propanyl)-3-pyridinyl)pyrido[2,3-d]pyrimidin-2(1H)-one ClC1=CC2=C(N(C(N=C2N2[C@H](CN(CC2)C(C=C)=O)C(F)F)=O)C=2C(=NC=CC2C)C(C)C)N=C1C1=C(C=CC=C1)F